(2R)-2-{6-bromoimidazo[1,2-a]pyridin-2-yl}-1-methyl-octahydro-1H-indole BrC=1C=CC=2N(C1)C=C(N2)[C@@H]2N(C1CCCCC1C2)C